(R)-N'-formyl-3-(3-nitrophenyl)butanehydrazide C(=O)NNC(C[C@@H](C)C1=CC(=CC=C1)[N+](=O)[O-])=O